[N+](=O)([O-])C1=C(C=CC=C1C(=O)O)C1=C(C=CC=C1)OCC1=CC=CC=C1 nitro-2'-benzyloxy-[1,1'-biphenyl]-3-carboxylic acid